3',6'-di(9H-carbazol-9-yl)-5'-(2,6-dimethylpyridin-3-yl)-2,2'',6,6''-tetramethyl-[1,1':2',1''-terphenyl]-4'-carbonitrile C1=CC=CC=2C3=CC=CC=C3N(C12)C1=C(C(=C(C(=C1C#N)C=1C(=NC(=CC1)C)C)N1C2=CC=CC=C2C=2C=CC=CC12)C1=C(C=CC=C1C)C)C1=C(C=CC=C1C)C